O[C@H](CCC)C1=CC(=C(C=N1)C1=NC=C2C=C(N=CC2=C1)NC([C@H](C)OC)=O)C (2S)-N-(7-{6-[(1R)-1-hydroxybutyl]-4-methylpyridin-3-yl}-2,6-naphthyridin-3-yl)-2-methoxypropanamide